C(C)OC(=O)C=1N(C2=CC(=CC=C2C1)N1CCC(CC1)OC)CC1CC1 1-(Cyclopropylmethyl)-6-(4-methoxy-1-piperidinyl)indole-2-carboxylic acid ethyl ester